BrC1=CC(=C(N)C=C1C(F)(F)F)N1CCCCC1 4-bromo-2-(piperidin-1-yl)-5-(trifluoromethyl)aniline